5-(dimethylamino)pentyl acetate C(C)(=O)OCCCCCN(C)C